2-((1-(2-chloro-3-(4,4-difluoropiperidin-1-yl)-7-methylquinoxalin-5-yl)ethyl)amino)benzoic acid ClC1=NC2=CC(=CC(=C2N=C1N1CCC(CC1)(F)F)C(C)NC1=C(C(=O)O)C=CC=C1)C